Dimethylbis(1-methylindolin-6-yl)silane C[Si](C1=CC=C2CCN(C2=C1)C)(C1=CC=C2CCN(C2=C1)C)C